tert-Butyl ((S)-1-(((S)-1-cyclohexyl-2-(4-(5,6-difluoro-1-methyl-1H-indole-2-carbonyl)piperazin-1-yl)-2-oxoethyl)amino)-1-oxopropan-2-yl)(methyl)carbamate C1(CCCCC1)[C@@H](C(=O)N1CCN(CC1)C(=O)C=1N(C2=CC(=C(C=C2C1)F)F)C)NC([C@H](C)N(C(OC(C)(C)C)=O)C)=O